CC1=C(C(=O)NC2(CC2)C2=C3C=CC=NC3=CC(=C2)C=2C=NC(=NC2)N2CCCCC2)C=C(C=C1)OC[C@H]1N(CC1)C (S)-2-Methyl-5-((1-methylazetidin-2-yl)methoxy)-N-(1-(7-(2-(piperidin-1-yl)pyrimidin-5-yl)quinolin-5-yl)cyclopropyl)benzamide